2,3,5-triethylpyrrole C(C)C=1NC(=CC1CC)CC